C(C)(C)[C@@H]1[C@@H](C1)C(=O)O (1R,2R)-2-isopropylcyclopropane-1-carboxylic acid